C(C)(C)(C)OC(=O)N1CC(CC1)OS(=O)(=O)C 3-(Methanesulfonyloxy)pyrrolidine-1-carboxylic acid tert-butyl ester